BrC1=CC(=C2CCNC2=C1)C 6-bromo-4-methylindoline